(1S,4S)-N-[[4-[5-(difluoromethyl)-1,3,4-oxadiazol-2-yl]-2-fluoro-phenyl]methyl]-2-imino-2-oxo-N-phenyl-2lambda6-thia-5-azabicyclo[2.2.1]heptan-5-carboxamide FC(C1=NN=C(O1)C1=CC(=C(C=C1)CN(C(=O)N1[C@@H]2CS([C@H](C1)C2)(=O)=N)C2=CC=CC=C2)F)F